isoquinolin-5-yl-1-(cyclohexylmethyl)-1H-indole C1=NC=CC2=C(C=CC=C12)C=1N(C2=CC=CC=C2C1)CC1CCCCC1